(R)-4-methoxy-3-((1-(methyl-d3)pyrrolidin-2-yl)methyl-d2)-1H-indole COC1=C2C(=CNC2=CC=C1)C([2H])([2H])[C@@H]1N(CCC1)C([2H])([2H])[2H]